4-Methyl-piperazine-1-carboxylic acid 2-cyano-6-oxo-1-propyl-8-[1-(3-trifluoromethyl-benzyl)-1H-pyrazol-4-yl]-1,6-dihydro-purin-7-ylmethyl ester C(#N)C=1N(C(C=2N(C(=NC2N1)C=1C=NN(C1)CC1=CC(=CC=C1)C(F)(F)F)COC(=O)N1CCN(CC1)C)=O)CCC